C(C)(=O)OSC(C1=CC(=C(C(=C1)C)O)C)CCCCCCCCCCCCCCCCCC octadecyl-4-hydroxy-3,5-dimethylbenzylmercapto acetate